(trifluoromethyl)pyridine-4-thiol sodium [Na].FC(F)(F)C1=NC=CC(=C1)S